4-(((3',4'-dichloro-[1,1'-biphenyl]-4-yl)oxy)methyl)-1H-1,2,3-triazole-5-carboxylic acid 2,2,2-trifluoroacetate FC(C(=O)O)(F)F.ClC=1C=C(C=CC1Cl)C1=CC=C(C=C1)OCC=1N=NNC1C(=O)O